NC1=C(C=C(C=N1)C1=NN2C(=C1)C1(CN(CC1)C(=O)NC1(CCC1)C1=NC=CC=C1)OCC2)C#N 2-(6-amino-5-cyanopyridin-3-yl)-N-[1-(pyridin-2-yl)cyclobutyl]-6,7-dihydrospiro[pyrazolo[5,1-c][1,4]oxazine-4,3'-pyrrolidine]-1'-carboxamide